2-fluoro-1-(3-(5-fluoro-3-(4-(trifluoromethyl)phenyl)-1H-pyrazolo[3,4-b]pyridin-1-yl)azetidin-1-yl)propan-2-en-1-one FC(C(=O)N1CC(C1)N1N=C(C=2C1=NC=C(C2)F)C2=CC=C(C=C2)C(F)(F)F)=C